C(C=C)(=O)N1C[C@@H]2COC3=C(C(N2CC1)=O)C(=NC(=C3Cl)C3=C(C=CC=C3)F)N3C(C[C@@H](C3)NC)(C)C (R)-8-acryloyl-4-chloro-1-((S)-2,2-dimethyl-4-(methylamino)pyrrolidin-1-yl)-3-(2-fluorophenyl)-6,6a,7,8,9,10-hexahydro-12H-pyrazino[2,1-c]pyrido[3,4-f][1,4]oxazepin-12-one